(6aR,9R)-N,N-Bis(ethyl-d5)-7-methyl-4,6,6a,7,8,9-hexahydroindolo[4,3-fg]quinoline-9-carboxamide-5-d trifluoroacetate FC(C(=O)O)(F)F.C(C([2H])([2H])[2H])(N(C(=O)[C@H]1CN([C@@H]2CC=3C4=C(C2=C1)C=CC=C4NC3[2H])C)C(C([2H])([2H])[2H])([2H])[2H])([2H])[2H]